1,3-di-t-butoxythiourea C(C)(C)(C)ONC(=S)NOC(C)(C)C